C(C)(=O)OC1(CN(C1)CC1=C(C=C(C(=C1)C)C1CNC1)C)C 1-(4-(azetidin-3-yl)-2,5-dimethylbenzyl)-3-methylazetidin-3-yl acetate